BrC=1C=CC2=C(N=C(O2)S)C1 5-bromobenzo[d]oxazole-2-thiol